[3H-].[Li+] lithium tritide